NCCCCCC(C)=O 7-amino-2-heptanone